tert-butyl (2-chloro-4-fluoro-5-(2H-tetrazol-5-yl)phenyl)carbamate ClC1=C(C=C(C(=C1)F)C=1N=NNN1)NC(OC(C)(C)C)=O